C(C)(C)(C)OC(=O)N(C(OC(C)(C)C)=O)C1=NC=CC(=C1F)CC=1C=NC=C(C1)NC1=C(C=C(C=C1)Cl)F tert-butyl N-tert-butoxycarbonyl-N-[4-[[5-(4-chloro-2-fluoro-anilino)-3-pyridyl]methyl]-3-fluoro-2-pyridyl]carbamate